FC=CC(F)(F)F 1,3,3,3-tetrafluoropropene